C(C)(C)(C)OC(=O)C1(CC(C1)(C)C)Br 1-bromo-3,3-dimethylcyclobutane-1-carboxylic acid tert-butyl ester